CN1N=CC(=C1)S(=O)(=O)NC1=NC(=CC(=N1)OC1=C(C=CC=C1)C)C1=C(C=CC=C1)C 1-methyl-N-[4-(2-methylphenoxy)-6-(o-tolyl)pyrimidin-2-yl]pyrazole-4-sulfonamide